(1S,2R,3S,5S)-2,3-dihydroxyl-N-meth-yl-4-(2-(5-methoxypyridin-3-yl)-6-((pyridin-2-ylmethyl)amino)-9H-purin-9-yl)bicyclo[3.1.0]hexane-1-formamide O[C@@H]1[C@@]2(C[C@@H]2C([C@@H]1O)N1C2=NC(=NC(=C2N=C1)NCC1=NC=CC=C1)C=1C=NC=C(C1)OC)C(=O)NC